C1CN(CCC12CCCCC2)C(=O)[O-] 3-azaspiro[5.5]Undecane-3-carboxylate